NC1CCC(N(C1)C(=O)OC(C)(C)C)C1=CC=NC=C1 5-amino-1-Boc-3,4,5,6-tetrahydro-2H-[2,4]bipyridine